tert-butyl 2-(3-methylphenyl)-3-(pyridin-4-yl)-6,7-dihydropyrazolo[1,5-a]pyrazine-5(4H)-carboxylate CC=1C=C(C=CC1)C1=NN2C(CN(CC2)C(=O)OC(C)(C)C)=C1C1=CC=NC=C1